3-bromopropyl 2-(3,7-dimethyl-2,6-dioxo-2,3,6,7-tetrahydro-1H-purin-1-yl)acetate CN1C(N(C(C=2N(C=NC12)C)=O)CC(=O)OCCCBr)=O